4-(2-chlorophenyl)-7-(1-methyl-1H-pyrazol-5-yl)-2-(2-(2-propenoyl)-2,6-diazaspiro[3.4]octan-6-yl)-5,6,7,8-tetrahydro-3-quinolinecarbonitrile ClC1=C(C=CC=C1)C1=C(C(=NC=2CC(CCC12)C1=CC=NN1C)N1CC2(CN(C2)C(C=C)=O)CC1)C#N